(Z)-1-(3-(5-(dimethylamino)-2-(methoxymethyl)phenyl)-4-oxothiazolidin-2-ylidene)-3-(2-fluoro-4-(5-(4-(trifluoromethoxy)phenyl)-1,2,4-oxadiazol-3-yl)phenyl)urea CN(C=1C=CC(=C(C1)N1/C(/SCC1=O)=N/C(=O)NC1=C(C=C(C=C1)C1=NOC(=N1)C1=CC=C(C=C1)OC(F)(F)F)F)COC)C